(2S,4R)-allyl 4-(2-((1R,3R)-3-((2S,3S)-2-amino-N,3-dimethylpentanamido)-1-(butyryloxy)-4-methylpentyl)thiazole-4-carboxamido)-2-methyl-5-phenylpentanoate N[C@H](C(=O)N(C)[C@H](C[C@@H](OC(CCC)=O)C=1SC=C(N1)C(=O)N[C@H](C[C@@H](C(=O)OCC=C)C)CC1=CC=CC=C1)C(C)C)[C@H](CC)C